[(3R,4S)-3-(4-chlorophenyl)-4-(hydroxymethyl)pyrrolidin-1-yl]-(3-pyridazin-4-yl-1H-pyrazol-5-yl)methanone ClC1=CC=C(C=C1)[C@@H]1CN(C[C@H]1CO)C(=O)C1=CC(=NN1)C1=CN=NC=C1